OC1=C(C(=CC(=C1)OC1OC(C(C(C1O)O)O)CO)O)CCCC1=CC(=C(C=C1)O)OC 1-[2,6-dihydroxy-4-[3,4,5-trihydroxy-6-(hydroxymethyl)oxan-2-yl]oxyphenyl]-3-(4-hydroxy-3-methoxyphenyl)propan